6-(3-amino-6-fluoro-2-methylphenyl)-N-methylimidazo[1,5-a]pyridine-1-carboxamide NC=1C(=C(C(=CC1)F)C=1C=CC=2N(C1)C=NC2C(=O)NC)C